The molecule is a derivative of butyric acid having methyl, hydroxy and oxo substituents at the 2-, 2- and 3-positions respectively. It has a role as a mouse metabolite. It is a 3-oxo monocarboxylic acid, a 2-hydroxy monocarboxylic acid and a tertiary alpha-hydroxy ketone. It derives from a butyric acid. It is a conjugate acid of a 2-acetyllactate. CC(=O)C(C)(C(=O)O)O